4-Amino-3-methylphenol Chlorid [Cl-].NC1=C(C=C(C=C1)O)C